ClC1=C(N=C2N1N=C(C=C2)S(=O)(=O)N(C(C(F)(F)F)C2=CC=C(C=C2)F)CC)C 3-chloro-N-ethyl-2-methyl-N-(2,2,2-trifluoro-1-(4-fluorophenyl)ethyl)imidazo[1,2-b]pyridazine-6-sulfonamide